5-(3-aminopiperazin-1-yl)-8-hydroxy-2,3-dihydro-1,4-benzodioxine NC1CN(CCN1)C1=CC=C(C=2OCCOC21)O